CNC1=CC=2N(C=C1)C=C(N2)C=2C=C(C=CC2)CO [3-[7-(Methylamino)imidazo[1,2-a]pyridin-2-yl]phenyl]methanol